(3R)-3-(2-oxoimidazolidin-1-yl)piperidine-1-carboxylic acid tert-butyl ester C(C)(C)(C)OC(=O)N1C[C@@H](CCC1)N1C(NCC1)=O